2-methyl-2-(4-trifluoromethyl-phenyl)trans-3-hexenedioic acid CC(C(=O)O)(\C=C\CC(=O)O)C1=CC=C(C=C1)C(F)(F)F